2-[4-[3-(5-Fluoro-3-pyridyl)isoxazolidine-2-carbonyl]-1-piperidyl]pyrimidine-4-carboxamide FC=1C=C(C=NC1)C1N(OCC1)C(=O)C1CCN(CC1)C1=NC=CC(=N1)C(=O)N